C=1(C(=CC(=CC1)C)S(=O)(=O)[O-])C p-xylene-2-sulfonate